2-Ethoxy-N-[6-(1-methyl-piperidine-4-carbonyl)-pyridin-2-yl]-benzamide C(C)OC1=C(C(=O)NC2=NC(=CC=C2)C(=O)C2CCN(CC2)C)C=CC=C1